N-[2-[[5,7-difluoro-2-(4-fluorophenyl)-1H-indol-3-yl]sulfanyl]ethyl]acetamide FC=1C=C2C(=C(NC2=C(C1)F)C1=CC=C(C=C1)F)SCCNC(C)=O